O=C1NC2=C(N1[C@@H]1CC[C@@H](CC1)C(NC1=CC(=C(C=C1)C)OC)=O)C=CC=C2C(=O)NCC2OCCC2 2-Oxo-N-[(oxolan-2-yl)methyl]-1-[cis-4-[(3-methoxy-4-methylphenyl)carbamoyl]cyclohexyl]-2,3-dihydro-1H-1,3-benzodiazole-4-carboxamide